6,7-dichloro-3-(2-(oxetan-3-yl)ethyl)-1,3,4,9-tetrahydro-[1,2,6]thiadiazino[4,3-g]indole 2,2-dioxide ClC=1C=2C(=CNC2C2=C(C1)CN(S(N2)(=O)=O)CCC2COC2)Cl